(2-(4-methylpiperazin-1-yl)ethyl)-2-(4-(methylsulfanyl)phenyl)-5-phenylAzole-4-Carboxamide CN1CCN(CC1)CCC1=C(NC(=C1C(=O)N)C1=CC=CC=C1)C1=CC=C(C=C1)SC